ClC1=C(CNC(=O)[C@]2(C=3C=CC=NC3[C@]3(CC2)OC3)F)C(=CC(=C1)Cl)F (2S,5'S)-N-(2,4-dichloro-6-fluorobenzyl)-5'-fluoro-6',7'-dihydro-5'H-spiro[oxirane-2,8'-quinoline]-5'-carboxamide